7-(4-chlorophenyl)-1-(3-hydroxypropyl)-3-methyl-8-(3-methyl-3-(methylsulfonyl)but-1-yn-1-yl)-3,7-dihydro-1h-purine-2,6-dione ClC1=CC=C(C=C1)N1C(=NC=2N(C(N(C(C12)=O)CCCO)=O)C)C#CC(C)(S(=O)(=O)C)C